(3R)-3-ethylpiperazine-1-carboxylic acid tert-butyl ester C(C)(C)(C)OC(=O)N1C[C@H](NCC1)CC